NC=1N(C=CN1)CC=1C=C(C=CC1F)NC(C1=C(C=CC(=C1)C(F)(F)F)OC1=C(C=C(C=C1)F)C)=O N-(3-((2-amino-1H-imidazol-1-yl)methyl)-4-fluorophenyl)-2-(4-fluoro-2-methylphenoxy)-5-(trifluoromethyl)benzamide